CC1(OC2=C(C1)C=C(C(=C2)N2CCOCC2)NC(=O)C2=NN(C=C2)C2=CC(=NC=C2)OC)C N-(2,2-dimethyl-6-morpholino-3H-benzofuran-5-yl)-1-(2-methoxy-4-pyridyl)pyrazole-3-carboxamide